Cl.FC1(CC(CC1)CCN)F 2-(3,3-difluorocyclopentyl)ethan-1-amine hydrochloride